((3-(3-(4-methoxybenzyl)-2,4-dioxotetrahydropyrimidin-1(2H)-yl)benzo[d]Isoxazol-5-yl)methyl)-2,5-diazabicyclo[2.2.2]Octane-2-carboxylic acid COC1=CC=C(CN2C(N(CCC2=O)C2=NOC3=C2C=C(C=C3)CC32N(CC(NC3)CC2)C(=O)O)=O)C=C1